6-Propionylamino-8-aminopyrrolo[4,3,2-de]quinoline-4-carboxylic acid ethyl ester C(C)OC(=O)C=1N=C2C(=CC(=C3C2=C(C1)C=N3)N)NC(CC)=O